N-((S)-3-acryloyl-2-methyl-1-oxa-3,8-diazaspiro[4.5]decane-8-carbonyl)-N-methyl-L-valine methyl ester COC([C@@H](N(C)C(=O)N1CCC2(CN([C@@H](O2)C)C(C=C)=O)CC1)C(C)C)=O